O=C1CC(CN1C1=CC(=CC=C1)C(F)(F)F)C(=O)NCC1=NC=CC=C1 5-oxo-N-(pyridin-2-ylmethyl)-1-[3-(trifluoromethyl)phenyl]pyrrolidine-3-carboxamid